BrC1=CC(=C(C=C1)C1=NN2C=NC=3C=CC=CC3C2=N1)Cl 2-(4-bromo-2-chlorophenyl)[1,2,4]triazolo[1,5-c]quinazolin